o-cyanobenzaldehyde C(#N)C1=C(C=O)C=CC=C1